COC=1C=CC2=C(OCCCN2C)C1S(=O)(=O)Cl 8-methoxy-5-methyl-2,3,4,5-tetrahydrobenzo[b][1,4]oxazepine-9-sulfonyl chloride